FC(S(=O)(=O)O)(F)F.FN1C(C=C(C=C1C)C)C 1-fluoro-2,4,6-collidine Trifluoromethanesulfonate